BrC1=CC(=C(C#N)C=C1)O[C@H](CN1N=CN=C1)C 4-bromo-2-{[(2S)-1-(1H-1,2,4-triazol-1-yl)propan-2-yl]Oxy}benzonitrile